NC1=NC=C(C=2C1=CN(N2)C2OCCCC2)NC(C(=O)N(CC2=NC=C(C=C2)C(F)(F)F)C[C@@H](CC)C)=O.[O].[Zr].[Sn] tin-zirconium oxygen N1-(4-amino-2-(tetrahydro-2H-pyran-2-yl)-2H-pyrazolo[4,3-c]pyridin-7-yl)-N2-((R)-2-methylbutyl)-N2-((5-(trifluoromethyl)pyridin-2-yl)methyl)oxalamide